C(#N)C1=NC(=NC(=C1)C)N1CCN(CC1)S(=O)(=O)C1=CC=C(N=N1)NC(=O)C1=C(N=NC(=C1)N1CCNCC1)N(S(=O)(=O)C)C N-(6-((4-(4-cyano-6-methylpyrimidin-2-yl)piperazin-1-yl)sulfonyl)pyridazin-3-yl)-3-(N-methylmethylsulfonamido)-6-(piperazin-1-yl)pyridazine-4-carboxamide